O=C1N(C(C2=CC=CC=C12)=O)C1CCC(CC1)C(=O)Cl (1s,4s)-4-(1,3-dioxoisoindolin-2-yl)cyclohexane-1-carbonyl chloride